3-(((6-Chloro-2-(trifluoromethyl)quinolin-4-yl)amino)methyl)-3-(5-fluoropyridin-2-yl)pyrrolidine-1-carboxamide ClC=1C=C2C(=CC(=NC2=CC1)C(F)(F)F)NCC1(CN(CC1)C(=O)N)C1=NC=C(C=C1)F